2-diphenylphosphonoacetic acid C1(=CC=CC=C1)OP(=O)(OC1=CC=CC=C1)CC(=O)O